ClC1=C(C=C2C(=NC(NC2=C1I)=O)O)C(F)(F)F 7-chloro-4-hydroxy-8-iodo-6-(trifluoromethyl)quinazolin-2(1H)-one